ON=CCCP(O)(=O)C(C)CC (3-(hydroxyimino)propyl)(sec-butyl)phosphinic acid